5-[2-(4-carboxyphenylamino)vinyl]-4-methoxycarbonyl-3-(2,6-dichlorophenyl)isoxazole tert-butyl-(S)-4-(6-aminopyridazin-3-yl)-2-methylpiperazine-1-carboxylate C(C)(C)(C)OC(=O)N1[C@H](CN(CC1)C=1N=NC(=CC1)N)C.C(=O)(O)C1=CC=C(C=C1)NC=CC1=C(C(=NO1)C1=C(C=CC=C1Cl)Cl)C(=O)OC